diethylene glycol mono-2-ethyl hexyl ether C(CCCCC)OCCOCCOCC